P(=O)([O-])([O-])[O-].[Fe+3].[Li].[Li] lithium lithium ferric phosphate